2-(4-((5-chloro-4-((1-methylpiperidin-4-yl)methoxy)pyrimidin-2-yl)amino)-3-methyl-1H-pyrazol-1-yl)-2-methylpropanenitrile ClC=1C(=NC(=NC1)NC=1C(=NN(C1)C(C#N)(C)C)C)OCC1CCN(CC1)C